Cl.CN1C(C=CC(=C1)NC=1C=CC=C2CCNCC12)=O 1-methyl-5-((1,2,3,4-tetrahydroisoquinolin-8-yl)amino)pyridin-2(1H)-one hydrochloride